4-methyl-5-oxo-2,3,4,6,8-pentaazabicyclo[4.3.0]Nonane-2,7,9-triene-9-carboxamide CN1N=NC2=C(N=CN2C1=O)C(=O)N